ClC=1N=C(C2=C(N1)N=CC=C2)N2CC=1C=C(C=NC1CC2)C=2C=NN(C2)C2CC2 2-chloro-4-[3-(1-cyclopropylpyrazol-4-yl)-7,8-dihydro-5H-1,6-naphthyridin-6-yl]pyrido[2,3-d]pyrimidine